3-((3-((6-amino-8-bromo-2-fluoro-9H-purin-9-yl) methyl) benzyl) oxy)-4-methoxybenzyl acetate C(C)(=O)OCC1=CC(=C(C=C1)OC)OCC1=CC(=CC=C1)CN1C2=NC(=NC(=C2N=C1Br)N)F